CC1=NN(C(=C1)C(F)(F)F)CC1CC2(CN(C2)C(=O)N2CC3(C2)NC(CC3)=O)C1 2-[6-[[3-methyl-5-(trifluoromethyl)pyrazol-1-yl]methyl]-2-azaspiro[3.3]heptane-2-carbonyl]-2,5-diazaspiro[3.4]octan-6-one